6-bromo-7-fluoro-2-methyl-quinazolin-4(3H)-one BrC=1C=C2C(NC(=NC2=CC1F)C)=O